2-[(2R)-1-methylpyrrolidin-2-yl]-1H-1,3-benzodiazol-5-amine CN1[C@H](CCC1)C1=NC2=C(N1)C=CC(=C2)N